BrC1=CC(=NN1C)C(=O)OC(C)(C)C tert-butyl 5-bromo-1-methyl-1H-pyrazole-3-carboxylate